4'-[(1-{[4-(2,2,2-trifluoroethyl)phenyl]carbamoyl}-D-prolyl)amino][1,1'-biphenyl]-4-carboxylic acid FC(CC1=CC=C(C=C1)NC(=O)N1[C@H](CCC1)C(=O)NC1=CC=C(C=C1)C1=CC=C(C=C1)C(=O)O)(F)F